NC(C(=O)O)CC1=CC=NC=C1 2-amino-3-(pyridin-4-yl)propanoic acid